(S)-1-((R)-4-amino-8-(3-hydroxy-2,6-dimethylphenyl)pyrido[3,4-d]pyrimidin-6-yl)pyrrolidin-3-ol NC=1C2=C(N=CN1)C(=NC(=C2)N2C[C@H](CC2)O)C2=C(C(=CC=C2C)O)C